C1(CCC1)OC(=O)C1(CC1)NC(=O)C=1SC(=C(C1)Br)Br 1-{[(4,5-dibromo-2-thienyl)carbonyl]amino}cyclopropanecarboxylic acid cyclobutyl ester